NC=1C2=C(N=CN1)N(C(=C2C2=CC=C(C=C2)CN2CC(CC2)(C)C)C2CN(CC2)C(C=C)=O)C 1-[3-(4-amino-5-{4-[(3,3-dimethylpyrrolidin-1-yl)methyl]phenyl}-7-methyl-7H-pyrrolo[2,3-d]pyrimidin-6-yl)pyrrolidin-1-yl]prop-2-en-1-one